C(=O)NNC(=O)C1CCC(CC1)NC(OC(C)(C)C)=O tert-butyl ((1r,4r)-4-(2-formylhydrazine-1-carbonyl)cyclohexyl)carbamate